ClC=1C=C(C=CC1F)NC(N)=O (S)-3-(3-chloro-4-fluorophenyl)urea